ClC1=C(C=CC=C1F)N1C(=NS(C2=C1C=CC(=C2)F)(=O)=O)O (2-chloro-3-fluorophenyl)-7-fluoro-3-hydroxy-4H-benzo[e][1,2,4]thiadiazine 1,1-dioxide